ClC1=CC=NC(=C1C#N)OC 4-chloro-2-methoxynicotinonitrile